C1(=CC=CC=C1)N=NC1=CC=C(C(=O)Cl)C=C1 4-(phenylazo)benzoyl chloride